(E)-2-(4-(6-chloro-benzothiazol-2-yl)phenoxymethyl)-3-fluoroallylamine trifluoroacetate FC(C(=O)O)(F)F.ClC1=CC2=C(N=C(S2)C2=CC=C(OC\C(\CN)=C\F)C=C2)C=C1